ClC=1C=C(C=C(C1)F)NC(NC1=C(C(=O)NCCN)C=CC(=C1)F)=O 2-[3-(3-chloro-5-fluorophenyl)ureido]-4-fluoro-N-(2-amino-ethyl)benzamide